(S)-N-(3-chloro-4-fluorophenyl)-N-methyl-2-oxooxazolidine-4-carboxamide ClC=1C=C(C=CC1F)N(C(=O)[C@H]1NC(OC1)=O)C